BrC=1C(=NC(=NC1)Cl)NC1=CC(=CC=C1)CC 5-bromo-2-chloro-N-(3-ethylphenyl)pyrimidin-4-amine